C/C(/C(=O)O)=C\C(=O)O Monomethyl-fumaric acid